C1(CC1)C=1C=2N(C=CC1)N=C(C2)[C@H]2N(CCC1=C2N=CN1)C=1OC(=NN1)C (S)-2-(4-(4-cyclopropylpyrazolo[1,5-a]pyridin-2-yl)-1,4,6,7-tetrahydro-5H-imidazo[4,5-c]pyridin-5-yl)-5-methyl-1,3,4-oxadiazole